FC1=CC2=C(N(C=NS2(=O)=O)C)C=C1 7-fluoro-4-methyl-4H-benzo[e][1,2,4]thiadiazine 1,1-dioxide